FC=1C=C(C=CC1OC1=CC=NC2=CC(=C(C=C12)OC)OCCN1CC(C1)C)NC(=O)C1=C2C(=CN(C1=O)C1=CC=C(C=C1)F)CCO2 N-(3-fluoro-4-((6-methoxy-7-(2-(3-methylazetidin-1-yl)ethoxy)quinolin-4-yl)oxy)phenyl)-5-(4-fluorophenyl)-6-oxo-2,3,5,6-tetrahydrofuro[3,2-c]pyridine-7-carboxamide